sodium acetoacetate sodium salt [Na+].C(CC(=O)C)(=O)[O-].[Na+].C(CC(=O)C)(=O)[O-]